monobornyl succinate C(CCC(=O)[O-])(=O)OC1C2(CCC(C1)C2(C)C)C